8-methoxy-6-(3-(5-(1-methylpiperidin-4-yl)pyridin-2-yl)-4-(2,2,2-trifluoroethyl)-1H-pyrazol-5-yl)-[1,2,4]triazolo[1,5-a]pyridine COC=1C=2N(C=C(C1)C1=C(C(=NN1)C1=NC=C(C=C1)C1CCN(CC1)C)CC(F)(F)F)N=CN2